1-([1,1'-Biphenyl]-4-ylsulfonyl)-3,5-dimethyl-4-tosyl-1H-pyrazole C1(=CC=C(C=C1)S(=O)(=O)N1N=C(C(=C1C)S(=O)(=O)C1=CC=C(C)C=C1)C)C1=CC=CC=C1